OCC1=C(C=C2C3C(COCC4C2O4)O3)C=CC(=C1)CO 2,4-dihydroxymethylstyrenediglycidyl ether